COC=1C=CC(=C2C[C@H](OC(C12)=O)C)C (R)-8-methoxy-3,5-dimethylisochroman-1-one